3-[2-[(2,6-dimethylpyrimidin-4-yl)amino]pyrazolo[1,5-a]pyridin-5-yl]-4-(2-hydroxy-2-methyl-propoxy)benzonitrile CC1=NC(=CC(=N1)NC1=NN2C(C=C(C=C2)C=2C=C(C#N)C=CC2OCC(C)(C)O)=C1)C